((4S,5S)-2,2-dimethyl-1,3-dioxolane-4,5-diyl)bis(diphenylmethanol) CC1(O[C@@H]([C@H](O1)C(O)(C1=CC=CC=C1)C1=CC=CC=C1)C(O)(C1=CC=CC=C1)C1=CC=CC=C1)C